N-(2-(4-((6-bromo-2-(2,6-dioxopiperidin-3-yl)-1-oxoisoindoline-5-yl)methyl)piperazine-1-yl)ethyl)-4,9-dioxo-4,9-dihydronaphtho[2,3-b]furan-2-carboxamide BrC1=C(C=C2CN(C(C2=C1)=O)C1C(NC(CC1)=O)=O)CN1CCN(CC1)CCNC(=O)C1=CC2=C(O1)C(C1=CC=CC=C1C2=O)=O